BrC=1C=CC=2C3=C(C(=NC2C1)Cl)COCC3 8-bromo-5-chloro-1,4-dihydro-2H-pyrano[3,4-c]quinoline